O1CCN(CC1)CCOCCSC1=C2CN(C(C2=CC=C1)=O)C1C(NC(CC1)=O)=O 3-(4-((2-(2-morpholinoethoxy)ethyl)thio)-1-oxoisoindolin-2-yl)piperidine-2,6-dione